NCCC1=C(C(=O)OC)C=CC=C1 methyl 2-(2-aminoethyl)-benzoate